C(C)C=1C=CC(=NC1)CCOC1=CC=C(C=C1)CC1C(NC(S1)=O)=O 5-[[4-[2-(5-ethylpyridin-2-yl)ethoxy]phenyl]methyl]-1,3-thiazolidine-2,4-dione